BrC=1C(=NC=CC1)CC1N(C(C2=CC=CC=C12)=O)CC1=CC2=C(NC(O2)=O)C=C1 6-((1-((3-bromopyridin-2-yl)methyl)-3-oxoisoindolin-2-yl)methyl)benzo[d]oxazol-2(3H)-one